C(C)(C)(C)OC(=O)N1CC=2N=C(N=C(C2CC1)NCCC1=CNC2=CC=CC=C12)C=1C=NC=C(C1)C(F)(F)F 4-{[2-(1H-indol-3-yl)ethyl]amino}-2-[5-(trifluoromethyl)pyridin-3-yl]-5H,6H,7H,8H-pyrido[3,4-d]pyrimidine-7-carboxylic acid tert-butyl ester